C(C=C)(=O)[O-].C(C=C)(=O)[O-].C(C)(C)[Sn+2]C(C)C diisopropyl-tin diacrylate